6-((4-Chlorophenyl)amino)-5-methyl-2-morpholinopyrimidine-4-carbonitrile ClC1=CC=C(C=C1)NC1=C(C(=NC(=N1)N1CCOCC1)C#N)C